CC1=CC=C(C=C1)C1=NN(CC1)C(=O)N[C@H](C)C=1N=NC(=CC1)C(F)(F)F 3-(4-methylphenyl)-N-((R)-1-(6-(trifluoromethyl)pyridazin-3-yl)ethyl)-4,5-dihydro-1H-pyrazol-1-carboxamide